γ-dodec-2-enolactone C1(C=C(CCCCCCCCC)O1)=O